C(C)(C)(C)C(C(=O)O[O-])(CCCC)C(C)(C)C di-tert-butylperoxyhexanoate